C(CCCCCC(C)(C)C)(=O)[O-].C(CCCCCC(C)(C)C)(=O)[O-].C[Sn+2]C Dimethyl-tin di-neodecanoate